CC(=O)N[C@@H](CC1=CN=CN1)C(=O)O N-acetyl-L-histidine